COC1=C(C=CC(=C1)N1CCC(CC1)N1CCN(CC1)C)NC1=NC=C(C(=N1)N1OCCC1C1=CC=CC=C1)C(F)(F)F N-(2-methoxy-4-(4-(4-methylpiperazin-1-yl)piperidin-1-yl)phenyl)-4-(3-phenylisooxazolidin-2-yl)-5-(trifluoromethyl)pyrimidin-2-amine